C(C(=O)OCCC(C=C(CC(C)C)C)C)(=O)OCCC propyl (3,5,7-trimethyloct-4-en-1-yl) oxalate